C(C)OC(=O)C=1OC2=C(C1C)C=C(C=C2)S(N(CC)C2=C(C=C(C=C2)Cl)CNC(=O)OC(C)(C)C)(=O)=O 5-(N-(2-(((tert-Butoxycarbonyl)amino)methyl)-4-chlorophenyl)-N-ethylsulfamoyl)-3-methylbenzofuran-2-carboxylic acid ethyl ester